Methyl-1-(1-methylpyrazol-4-yl)-6-oxo-pyridazine-3-carboxylic acid CC=1C(=NN(C(C1)=O)C=1C=NN(C1)C)C(=O)O